4-chloro-1-[4-(1,1-difluoroethyl)phenyl]sulfonyl-3-(7-fluoro-5-azaspiro[2.4]heptan-5-yl)indazole ClC1=C2C(=NN(C2=CC=C1)S(=O)(=O)C1=CC=C(C=C1)C(C)(F)F)N1CC2(CC2)C(C1)F